Nickel copper sulfide [Cu]=S.[Ni]